OC1=CC=C2C(NC(C2=C1)C1=C(NC2=CC=CC=C12)CNCC1=CC=C2C=CN(C2=C1)CC=1N=NN(C1)CCCNC(CCOCCOCCOCCOCC)=O)=O N-(3-(4-((6-((((3-(6-hydroxy-3-oxoisoindolin-1-yl)-1H-indol-2-yl)methyl)amino)methyl)-1H-indol-1-yl)methyl)-1H-1,2,3-triazol-1-yl)propyl)-3,6,9,12-tetraoxapentadecan-15-amide